2-[(6-bromo-3H-benzimidazol-5-yl)oxy]ethyl-dimethyl-amine BrC=1C(=CC2=C(N=CN2)C1)OCCN(C)C